O1C(CCCC1)N1N=C(C2=CC=CC=C12)B1OC(C(O1)(C)C)(C)C 1-(tetrahydro-2H-pyran-2-yl)-3-(4,4,5,5-tetramethyl-1,3,2-dioxaborolan-2-yl)-1H-indazole